(R)-N'-((6-ethyl-1-methyl-1H-indazol-7-yl)-carbamoyl)-5-(2-hydroxy-propan-2-yl)thiazole-2-sulfonimidamide C(C)C1=CC=C2C=NN(C2=C1NC(=O)N=[S@](=O)(N)C=1SC(=CN1)C(C)(C)O)C